C1=CC=CC=2C3=CC=CC=C3C(C12)COC(=O)N1[C@@H](CCC[C@@H]1C1=CC=CC=C1)C(=O)O (2S,6R)-1-(((9H-fluoren-9-yl)methoxy)carbonyl)-6-phenylpiperidine-2-carboxylic acid